FC(C(C(C(C(C(C(C(C(C(C(C(C(C(C(C(C(C(F)(F)F)(F)F)(F)F)(F)F)(F)F)(F)F)(F)F)(F)F)(F)F)(F)F)(F)F)(F)F)(F)F)(F)F)(F)F)(F)F)(F)F)(S(=O)(=O)O)F.C(CCCCCCCC)N1C=NC=C1 1-nonyl-Imidazole perfluoro-1-octadecanesulfonate